4-methoxy-3-(5-(oxazol-2-yl)pyridin-3-yl)phenol COC1=C(C=C(C=C1)O)C=1C=NC=C(C1)C=1OC=CN1